BrC1=NN(C(=C1)C(=O)NC1(CC1)C(NC1=CC=CC=C1)=O)C1=C(C=C(C=C1Br)Br)Br 3-bromo-N-(1-(phenylcarbamoyl)cyclopropyl)-1-(2,4,6-tribromophenyl)-1H-pyrazole-5-carboxamide